BrC=1C=C2C=C(NC2=CC1)C(=O)OCC1=CC=CC=C1 benzyl 5-bromo-1H-indole-2-carboxylate